tert-butyl N-(cyclobutylmethyl)-N-[(3R)-1-[4-[(1S)-1-[(4-oxopyrido[1,2-a]pyrimidine-2-carbonyl)amino] ethyl]phenyl]-3-piperidyl]carbamate C1(CCC1)CN(C(OC(C)(C)C)=O)[C@H]1CN(CCC1)C1=CC=C(C=C1)[C@H](C)NC(=O)C=1N=C2N(C(C1)=O)C=CC=C2